FC(C1=CC(=NC(=C1)C(F)(F)F)N1[C@@H](CCC1)C(=O)N(C)C1=CC=C(C=C1)F)(F)F.[Mg+].[Ca+2] calcium magnesium (i) (S)-1-(4,6-bis(trifluoromethyl)pyridin-2-yl)-N-(4-fluorophenyl)-N-methylpyrrolidine-2-carboxamide